CN1CC(CCC1)C1CN(C1)C(=O)OC(C)(C)C tert-butyl 3-(1-methylpiperidin-3-yl)azetidine-1-carboxylate